NC(CC=1C(=CC(=C(C#N)C1)CCCCCC)OC)CC 5-(2-aminobutyl)-2-hexyl-4-methoxybenzonitrile